ethyl 4-(6-bromo-4-fluoro-5-hydroxy-isoindolin-2-yl)-4-oxobutanoate BrC1=C(C(=C2CN(CC2=C1)C(CCC(=O)OCC)=O)F)O